(2-(1H-indol-3-yl)ethyl)-5-(2-methylthiazol-5-yl)thiazolo[5,4-d]pyrimidin-7-amine N1C=C(C2=CC=CC=C12)CCC=1SC=2N=C(N=C(C2N1)N)C1=CN=C(S1)C